N-(2-(Benzylamino)-2-oxo-1-phenylethyl)-N-(5-chloropyridin-3-yl)but-2-ynamide C(C1=CC=CC=C1)NC(C(C1=CC=CC=C1)N(C(C#CC)=O)C=1C=NC=C(C1)Cl)=O